C1CC12CN(CC2)C2=CC=C(C(=N2)C)CO [6-(5-aza-spiro[2.4]hept-5-yl)-2-methyl-pyridin-3-yl]-methanol